S-nitroso-3-mercapto-propanoic acid N(=O)SCCC(=O)O